((2R,3R)-4-Bromo-5-chloro-6-fluoro-3-methyl-2-(pyridin-3-yl)-2,3-dihydrobenzofuran-2-yl)methanol BrC1=C(C(=CC2=C1[C@H]([C@@](O2)(C=2C=NC=CC2)CO)C)F)Cl